ClC=1N=C(C2=C(N1)C(=C(N=C2)Cl)F)N2CCOC[C@](C2)(O)C (6S)-4-(2,7-dichloro-8-fluoro-pyrido[4,3-d]pyrimidin-4-yl)-6-methyl-1,4-oxazepan-6-ol